OCC1CCC2=CC=CC=C12 (hydroxymethyl)indane